5-(trifluoromethylpyridin-2-yl)thiazol-2-amine FC(F)(F)C=1C(=NC=CC1)C1=CN=C(S1)N